Tert-Butyl (5-((2,4-difluorophenyl)(hydroxy)methyl)thiazol-2-yl)carbamate FC1=C(C=CC(=C1)F)C(C1=CN=C(S1)NC(OC(C)(C)C)=O)O